(2S)-2-(3-(dimethylamino)-2,5-dioxopyrrolidin-1-yl)-N-(2-fluorobenzyl)propanamide tosylate S(=O)(=O)(O)C1=CC=C(C)C=C1.CN(C1C(N(C(C1)=O)[C@H](C(=O)NCC1=C(C=CC=C1)F)C)=O)C